trichlorobenzoyl chloride C1=CC(=C(C(=C1C(=O)Cl)Cl)Cl)Cl